N-(2-fluoro-1-((2-(trimethylsilyl)ethoxy)methyl)-1H-pyrrolo[2,3-b]pyridin-4-yl)-5-(6-methylpyridin-2-yl)pyrazolo[1,5-a]pyrimidin-7-amine FC1=CC=2C(=NC=CC2NC2=CC(=NC=3N2N=CC3)C3=NC(=CC=C3)C)N1COCC[Si](C)(C)C